NC1=C2C(=NC=N1)NN=C2C2=CC=C(C=C2)CNC(C2=C(C=CC(=C2)F)OC)=O N-[(4-{4-amino-1H-pyrazolo[3,4-d]pyrimidin-3-yl}phenyl)methyl]-5-fluoro-2-methoxybenzamide